{6-[5-(5-fluoro-2-tolyl)-3-methyl-1-pyrazolyl]-2-aza-2-spiro[3.3]heptyl}[4-fluoro-2-(2,2,2-trifluoroethoxy)phenyl]methanone FC=1C=CC(=C(C1)C)C1=CC(=NN1C1CC2(CN(C2)C(=O)C2=C(C=C(C=C2)F)OCC(F)(F)F)C1)C